Para-aminohippuric Acid NC1=CC=C(C(NCC(=O)O)=O)C=C1